N[C@@H](CCSC)C(=O)N L-Methioninamide